C(C)(C)C1=CC=C(C=C1)/C=C/C(=O)NCC(=O)N[C@@H](C(C)C)C(=O)N[C@H](CCC(=O)OCC1=CC=CC=C1)C(=O)OCC 5-benzyl 1-ethyl ((E)-3-(4-isopropylphenyl)acryloyl)glycyl-L-valyl-D-glutamate